CC(O[Si](OC)(OC)C)(CCCC)C dimethylbutylmethyl-trimethoxysilane